methyl 2-methyl-2-[6-(trifluoromethyl)pyridin-2-yl]propanoate CC(C(=O)OC)(C)C1=NC(=CC=C1)C(F)(F)F